ethanethiosulfonic acid C(C)S(=O)(O)=S